tert-butyl ((trans-3-(6-((6-methoxy-2-methyl-1,2,3,4-tetrahydroisoquinolin-7-yl)amino)-1H-pyrazolo[3,4-d]pyrimidin-1-yl)cyclobutyl)methyl)carbamate COC=1C=C2CCN(CC2=CC1NC1=NC=C2C(=N1)N(N=C2)[C@@H]2C[C@H](C2)CNC(OC(C)(C)C)=O)C